N-(3-dimethoxymethylsilylpropyl)-2-hydroxypropanamide COC(OC)[SiH2]CCCNC(C(C)O)=O